Dibromodisilane [Si][Si](Br)Br